4-methyl-N-(1-(4-methylbenzyl)-1H-indazol-3-yl)thiazole-5-carboxamide CC=1N=CSC1C(=O)NC1=NN(C2=CC=CC=C12)CC1=CC=C(C=C1)C